ClC1=CC=C(CN2CC(=CC3=CC=CC=C23)C2=NN=NN2)C=C1 1-(4-chlorobenzyl)-3-(1H-tetrazol-5-yl)quinoline